CN(C(=O)N1CC(C1)N1N=CC(=C1)C=1N=C(C=2N(C1)N=CC2)C=2C=NN(C2)C(CC)CC)C N,N-dimethyl-3-(4-(4-(1-(pentan-3-yl)-1H-pyrazol-4-yl)pyrazolo[1,5-a]pyrazin-6-yl)-1H-pyrazol-1-yl)azetidine-1-carboxamide